Br.[N+](=O)([O-])C1=CC=C(C=C1)C[C@H](N)C=1N=C(OC1)C=1SC=CC1 (S)-2-(4-nitrophenyl)-1-[(thiophen-2-yl)oxazol-4-yl]ethanamine hydrobromide salt